4-(bromomethyl)-3-fluoro-1,1'-biphenyl BrCC1=C(C=C(C=C1)C1=CC=CC=C1)F